NC([C@@H](CCC(=O)OCC1=CC=CC=C1)NC([C@H](C)NC(=O)OC(C)(C)C)=O)=O (R)-benzyl 5-amino-4-((S)-2-((tert-butoxy carbonyl)amino) propanamido)-5-oxopentanoate